N-((R)-(3-chloro-4-fluorophenyl)(6-(trifluoromethyl)pyridin-2-yl)methyl)-2,2-dimethyl-3-oxopiperazine-1-carboxamide ClC=1C=C(C=CC1F)[C@@H](NC(=O)N1C(C(NCC1)=O)(C)C)C1=NC(=CC=C1)C(F)(F)F